(1-(3-(N-((5-(2-(((1s,4s)-4-hydroxycyclohexyl)oxy)pyridin-4-yl)-6-methyl-2,3-dihydro-1H-inden-4-yl)carbamoyl)sulfamoyl)-1H-pyrazol-1-yl)-2-methylpropan-2-yl)boronic acid OC1CCC(CC1)OC1=NC=CC(=C1)C=1C(=C2CCCC2=CC1C)NC(=O)NS(=O)(=O)C1=NN(C=C1)CC(C)(C)B(O)O